2-chloro-3-{3-[6-(trifluoromethyl)pyridin-3-yl]azetidine-1-carbonyl}-4-[(1,1,1-trifluoropropan-2-yl)oxy]benzonitrile ClC1=C(C#N)C=CC(=C1C(=O)N1CC(C1)C=1C=NC(=CC1)C(F)(F)F)OC(C(F)(F)F)C